3-[(8-azido-3,6-dioxaoct-1-yl)oxy]propanoic acid N(=[N+]=[N-])CCOCCOCCOCCC(=O)O